O=C1NC(CCC1N1C(C2=CC=CC(=C2C1=O)N1CCN(CC1)C1=CC=C(C=N1)C(=O)O)=O)=O 6-{4-[2-(2,6-dioxopiperidin-3-yl)-1,3-dioxoisoindol-4-yl]piperazin-1-yl}pyridine-3-carboxylic acid